5-Bromo-2-(4-fluoro-3-methoxyphenyl)-2H-indazole BrC1=CC2=CN(N=C2C=C1)C1=CC(=C(C=C1)F)OC